benzotriazol-1-yloxy-tris-(dimethylamino)phosphonium hexafluorophosphate F[P-](F)(F)(F)(F)F.N1(N=NC2=C1C=CC=C2)O[P+](N(C)C)(N(C)C)N(C)C